(1R,3S,5S)-N-(2-fluoro-5-(5-methoxypyridin-3-yl)-4-(trifluoromethyl)phenyl)-3-methyl-1-(5-methyl-1,3,4-oxadiazol-2-yl)-6-azabicyclo[3.1.1]heptane-6-carboxamide FC1=C(C=C(C(=C1)C(F)(F)F)C=1C=NC=C(C1)OC)NC(=O)N1[C@H]2C[C@@H](C[C@@]1(C2)C=2OC(=NN2)C)C